3',5-Di-tert-butyl-2-iodo-1,1'-biphenyl C(C)(C)(C)C=1C=C(C=CC1)C1=C(C=CC(=C1)C(C)(C)C)I